(4Z)-2-[[(1R)-2-Methoxy-1-phenyl-ethyl]amino]-4-(1,5-naphthyridin-2-ylmethylene)-1H-imidazol-5-one COC[C@@H](C1=CC=CC=C1)NC=1NC(/C(/N1)=C/C1=NC2=CC=CN=C2C=C1)=O